FC=1C(=C(C(=O)NOC(C)(C)C)C=C(C1F)CC1=C(C(=NC=C1)N(S(N)(=O)=O)CCOC)F)NC1=C(C=C(C=C1)I)F 3,4-Difluoro-2-(2-fluoro-4-iodoanilino)-5-[[3-fluoro-2-(2-methoxyethyl-sulfamoylamino)pyridin-4-yl]methyl]-N-[(2-methylpropan-2-yl)oxy]benzamide